1-(4-fluorophenyl)-5-methylthio-3-phenyl-1H-pyrazole-3-d FC1=CC=C(C=C1)N1NC(C=C1SC)([2H])C1=CC=CC=C1